rac-2-((2S,5S)-2-(4-fluorophenyl)-4-methoxy-5-methylpiperidin-1-yl)-2-oxoacetamide FC1=CC=C(C=C1)[C@H]1N(C[C@@H]([C@@H](C1)OC)C)C(C(=O)N)=O |&1:11|